CC1(COC1)COC=C 3-methyl-3-(vinyloxymethyl)oxetane